N-(1,1,3,3-tetramethylbutyl)acrylamide methyl-5-[2-[tert-butyl-(dimethyl)silyl]oxyethoxy]pyridine-2-carboxylate COC(=O)C1=NC=C(C=C1)OCCO[Si](C)(C)C(C)(C)C.CC(CC(C)(C)C)(C)NC(C=C)=O